O=C1NN=C(C(N1)=O)C#N 3,5-dioxo-2,3,4,5-tetrahydro-[1,2,4]triazine-6-carbonitrile